4-fluoro-N,N-bis(4-fluorophenyl)-2-methylaniline FC1=CC(=C(N(C2=CC=C(C=C2)F)C2=CC=C(C=C2)F)C=C1)C